3',5'-di-t-butyl-4-bromo-1,1'-biphenyl C(C)(C)(C)C=1C=C(C=C(C1)C(C)(C)C)C1=CC=C(C=C1)Br